C(C)C=1N2C=C(C=C2C=C(C1)C(=O)N1[C@@H](C2=CC=CC=C2CC1)C)C1=C(C=C(C=C1)N1C[C@H](CC1)C(=O)O)F (3S)-1-(4-{5-Ethyl-7-[(1R)-1-methyl-1,2,3,4-tetrahydroisoquinoline-2-carbonyl]indolizin-2-yl}-3-fluorophenyl)pyrrolidine-3-carboxylic acid